5-methyl-7H-pyrrolo[2,3-d]pyrimidin CC1=CNC=2N=CN=CC21